C(#N)C=1C(=NC=C(C1O)I)C1=CC=C(CC=2C(=C(C(=O)N)C=C(C2)F)OC)C=C1 (4-(3-cyano-4-hydroxy-5-iodopyridin-2-yl)benzyl)-5-fluoro-2-methoxybenzamide